6-METHYLINDOLE-3-CARBOXALDEHYDE CC1=CC=C2C(=CNC2=C1)C=O